C(C1=CC=CC=C1)N1CCC2(CN(C([C@@H](O2)C)=O)C)CC1 (S)-9-benzyl-2,4-dimethyl-1-oxa-4,9-diazaspiro[5.5]undecan-3-one